Cl.CN(CCC(=O)N(C)C)C 3-dimethylamino-N,N-dimethylpropionamide hydrochloride